Benzyl 3-(2-(3-((2-(benzyloxy)-2-oxoethyl) amino)-3-oxopropoxy) ethoxy)propanoate C(C1=CC=CC=C1)OC(CNC(CCOCCOCCC(=O)OCC1=CC=CC=C1)=O)=O